C1=CC=CC=2C3=CC=CC=C3C(C12)COC(=O)N[C@@H](CC(C)(C)C)C(=O)N[C@@H](C[C@H]1C(NCCC1)=O)C(=O)N N-{[(9H-fluoren-9-yl)methoxy]carbonyl}-4-methyl-L-leucyl-3-[(3S)-2-oxopiperidin-3-yl]-L-alaninamide